BrC1=C2C=C(C=NC2=CN=C1)CC 5-Bromo-3-ethyl-1,7-naphthyridine